ICC(CCCCCC)I 1,2-diiodooctane